7-((6-(1,6-diazaspiro[3.3]heptan-6-yl)pyridin-2-yl)amino)-4-(1-methyl-1H-pyrrolo[2,3-b]pyridin-4-yl)-2,3-dihydro-1H-pyrrolo[3,4-c]pyridin-1-one N1CCC12CN(C2)C2=CC=CC(=N2)NC=2C1=C(C(=NC2)C2=C3C(=NC=C2)N(C=C3)C)CNC1=O